ClC1=CC=CC2=C1NC(=N2)C(=O)N2CC=1N(CC2)C(=CN1)C(F)(F)F (7-Chloro-1H-benzo[d]imidazol-2-yl)(3-(trifluoromethyl)-5,6-dihydroimidazo[1,2-a]pyrazin-7(8H)-yl)methanone